2,4-dihydro-2-(6-azidohexyl)-3H-1,2,4-triazol-3-one N(=[N+]=[N-])CCCCCCN1N=CNC1=O